tert-butyl 5-[7-fluoro-6-[[4-methyl-6-(methylamino) pyrimidin-2-yl] amino] chroman-8-yl]-2,3,4,7-tetrahydroazepine-1-carboxylate FC1=C(C=C2CCCOC2=C1C=1CCCN(CC1)C(=O)OC(C)(C)C)NC1=NC(=CC(=N1)C)NC